7-(methylsulfanyl)-2-oxo-1H-quinoline-3-carboxylic acid CSC1=CC=C2C=C(C(NC2=C1)=O)C(=O)O